5-tert-Butyl-[1,2,4]oxadiazole-3-carboxylic acid {(S)-2-[2-(1-isopropyl-5-methyl-1H-pyrazol-4-yl)-3H-imidazo[4,5-b]pyridin-7-yl]-6,7,8,9-tetrahydro-5H-benzocyclohepten-5-yl}-amide C(C)(C)N1N=CC(=C1C)C1=NC=2C(=NC=CC2C=2C=CC3=C(CCCC[C@@H]3NC(=O)C3=NOC(=N3)C(C)(C)C)C2)N1